N(=C=S)C1=CC2=C(OCO2)C=C1 5-isothiocyanato-1,3-benzodioxole